ClNO chloro(hydroxyamine)